Phenyl-bis(2,4,6-trimethylbenzoyl)phosphin oxide C1(=CC=CC=C1)P(C(C1=C(C=C(C=C1C)C)C)=O)(C(C1=C(C=C(C=C1C)C)C)=O)=O